C[NH-] N-Methyl-Amide